C(#N)C1=CC=C(C=C1)C1=CC=C(C=C1)OCC1(CN(CC1)C(C(F)(F)F)C1=CC=C(C=C1)OC)C(=O)O 3-[({4'-cyano-[1,1'-biphenyl]-4-yl}oxy)methyl]-1-[2,2,2-trifluoro-1-(4-methoxyphenyl)ethyl]pyrrolidine-3-carboxylic acid